2,4-dimethyl-2,4-heptadien-1-ol CC(CO)=CC(=CCC)C